3,5-dihydroxy-6-(hydroxymethyl)tetrahydro-2H-pyran-4-yl carbamate C(N)(OC1C(COC(C1O)CO)O)=O